(2R,3S,4S,5S,6R)-2-((R)-(4'-bromo-3',5'-difluoro-3-methyl-[1,1'-biphenyl]-4-yl)(hydroxy)methyl)-6-(hydroxymethyl)tetrahydro-2H-pyran-3,4,5-triol BrC1=C(C=C(C=C1F)C1=CC(=C(C=C1)[C@H]([C@H]1O[C@@H]([C@H]([C@@H]([C@@H]1O)O)O)CO)O)C)F